(3Z)-1-bromo-8,8-dimethoxy-3-octene BrCC\C=C/CCCC(OC)OC